ClC(CCCC[Al]CCC(C)C)Cl dichloroisoamyl-Amyl-aluminum